(R)-2-(1,1-difluoro-6-azaspiro[2.5]octan-6-yl)-4-methyl-N-(2-(S-methylsulfonimidoyl)pyridin-4-yl)-5-(trifluoromethyl)nicotinamide FC1(CC12CCN(CC2)C2=C(C(=O)NC1=CC(=NC=C1)[S@@](=O)(=N)C)C(=C(C=N2)C(F)(F)F)C)F